5-{cis-4-[4-chloro-2-(difluoromethyl)phenoxy]-2-cyclopropylpiperidin-1-yl}-2'-ethoxy-N-[(3R)-1-methylpyrrolidin-3-yl]-[2,3'-bipyridine]-6-carboxamide ClC1=CC(=C(O[C@@H]2C[C@@H](N(CC2)C=2C=CC(=NC2C(=O)N[C@H]2CN(CC2)C)C=2C(=NC=CC2)OCC)C2CC2)C=C1)C(F)F